1-(2-chlorophenyl)dibenzo[b,d]furan ClC1=C(C=CC=C1)C1=CC=CC=2OC3=C(C21)C=CC=C3